ClC(C=C)(Cl)Cl TrichloropropaneN